C(C1=CC=CC=C1)OC1=CC=CC(=N1)N1C(CN(CC1)CC1=NC2=C(N1C[C@H]1OCC1)C=C(C=C2)C(=O)O)=O (S)-2-((4-(6-(benzyloxy)pyridin-2-yl)-3-oxopiperazin-1-yl)methyl)-1-(oxetan-2-ylmethyl)-1H-benzo[d]imidazole-6-carboxylic acid